C(C1=CC=CC=C1)OCCC1CCC(CC1)(OC)C1=C(C=CC=C1F)C1=CC=NC=C1 4-(4-[2-(benzyloxy)ethyl]-1-methoxycyclohexyl-3-fluorophenyl)pyridine